4-methoxy-5-methyltetrahydrofuran-2-carboxylic acid methyl ester COC(=O)C1OC(C(C1)OC)C